C1=CNC2=C1S(=O)(=O)C=C2 Thienopyrroledione